BrC=1C=C(C=2N(C1)C=C(N2)C)C(C)(C)O 2-(6-bromo-2-methylimidazo[1,2-a]pyridin-8-yl)propan-2-ol